(6aR)-8-acryloyl-4-fluoro-3-(2-fluoro-6-hydroxyphenyl)-1-((2S,4S)-4-methoxy-2-methylpyrrolidin-1-yl)-6,6a,7,8,9,10-hexahydro-12H-pyrazino[2,1-c]pyrido[3,4-f][1,4]oxazepin-12-one C(C=C)(=O)N1C[C@@H]2COC3=C(C(N2CC1)=O)C(=NC(=C3F)C3=C(C=CC=C3O)F)N3[C@H](C[C@@H](C3)OC)C